FC[C@H](C)N1N=NC2=C1C=C(C=C2)C=2C=CN1N=C(N=C(C12)OC)NCC(C#N)(C)C (S)-3-((5-(1-(1-fluoropropan-2-yl)-1H-benzo[d][1,2,3]triazol-6-yl)-4-methoxypyrrolo[2,1-f][1,2,4]triazin-2-yl)amino)-2,2-dimethylpropanenitrile